5,6-dichloro-1,2,3,4-tetrahydroquinolin-2-one ClC1=C2CCC(NC2=CC=C1Cl)=O